FC1([C@H](CO[C@@H](C1)C=1OC(=NN1)C1(CCC1)OC(F)(F)F)NC(COC1=CC=C(C=C1)Cl)=O)F N-[(3S,6S)-4,4-difluoro-6-[5-[3-cis-(trifluoromethoxy)cyclobutyl]-1,3,4-oxadiazol-2-yl]tetrahydropyran-3-yl]-2-(4-chlorophenoxy)acetamide